1-[4-(Benzyloxymethyl)-4-[(5-methyl-2,4-dioxo-pyrimidin-1-yl)methyl]cyclohexyl]-3-butyl-5-(diaminomethylene)hexahydropyrimidine-2,4,6-trione C(C1=CC=CC=C1)OCC1(CCC(CC1)N1C(N(C(C(C1=O)=C(N)N)=O)CCCC)=O)CN1C(NC(C(=C1)C)=O)=O